2-Chloro-5-(methylthio)pyrimidine ClC1=NC=C(C=N1)SC